(1S,2S)-N-(7-chloro-6-(1-((3R,4R)-4-hydroxy-3-methyltetrahydrofuran-3-yl)piperidin-4-yl)isoquinolin-3-yl)-2-(1-isobutyl-1H-pyrazol-5-yl)cyclopropane-1-carboxamide ClC1=C(C=C2C=C(N=CC2=C1)NC(=O)[C@@H]1[C@H](C1)C1=CC=NN1CC(C)C)C1CCN(CC1)[C@@]1(COC[C@@H]1O)C